2-(4-(tert-butyl)phenyl)-N-(2-(4-methylpiperazin-1-yl)ethyl)-5-(2-nitrophenyl)oxazole-4-carboxamide C(C)(C)(C)C1=CC=C(C=C1)C=1OC(=C(N1)C(=O)NCCN1CCN(CC1)C)C1=C(C=CC=C1)[N+](=O)[O-]